1-(6-amino-5-cyclopropylpyridin-3-yl)-2-((2S,5R)-2-(3,4-difluorophenyl)-5-methyl-4-(1-(trifluoromethyl)cyclopropanecarbonyl)piperazin-1-yl)ethane-1,2-dione NC1=C(C=C(C=N1)C(C(=O)N1[C@H](CN([C@@H](C1)C)C(=O)C1(CC1)C(F)(F)F)C1=CC(=C(C=C1)F)F)=O)C1CC1